O1C(CCCC1)OC1=CC=C(C=O)C=C1 4-(2-tetrahydro-2H-pyranyloxy)benzaldehyde